2-(bicyclo[2.2.1]hept-5-en-2-yl)ethyltrimethoxysilane C12C(CC(C=C1)C2)CC[Si](OC)(OC)OC